ClC1=CC=C(C=C1)NC(CNC1=CC(=NC=2N(C(N(C(C21)=O)C)=O)C)N2CCOCC2)=O N-(4-chlorophenyl)-2-[(1,3-dimethyl-7-morpholinyl-2,4-dioxo-1,2,3,4-tetrahydropyrido[2,3-d]pyrimidin-5-yl)amino]acetamide